ClC=1C=CC(=C(C1)NC(=O)C=1N=C(OC1)C1=CC=C(C=C1)NC(OC(C)(C)C)=O)OC tert-butyl (4-(4-((5-chloro-2-methoxyphenyl)carbamoyl)oxazol-2-yl)phenyl)carbamate